C(C)(C)(C)OC(=O)NC1C(CCC(C1)O)C(=O)[O-] 2-((tert-butoxycarbonyl) amino)-4-hydroxycyclohexane-1-carboxylate